7-Benzyloxy-1H-indole-3-carboxylic acid C(C1=CC=CC=C1)OC=1C=CC=C2C(=CNC12)C(=O)O